C(#N)C1=C(C=CC=C1)NC=1N=C(N=NC1C(=O)N)NC1=C(C=C2CCN(CC2=C1)C)F ((2-cyanophenyl)amino)-3-((6-fluoro-2-methyl-1,2,3,4-tetrahydroisoquinolin-7-yl)amino)-1,2,4-triazine-6-carboxamide